(3R,4S)-1-(tert-butoxycarbonyl)-4-hydroxy-3-methylpiperidine-4-carboxylic acid C(C)(C)(C)OC(=O)N1C[C@H]([C@@](CC1)(C(=O)O)O)C